ClC1=CC=C(C=C1)NC(=O)C1(COC1)C1=CC=C(C=C1)C=1C=NC(=CC1C(C)(C)O)C(F)(F)F N-(4-chlorophenyl)-3-(4-(4-(2-hydroxypropan-2-yl)-6-(trifluoromethyl)pyridin-3-yl)phenyl)oxetane-3-carboxamide